Zinc(II) dibutyldithiocarbamate C(CCC)N(C([S-])=S)CCCC.[Zn+2].C(CCC)N(C([S-])=S)CCCC